1-Ethyl-3-(3-(pyridin-3-yl)-1H-pyrazol-4-yl)-N-(3-(piperidin-4-yl)phenyl)pyrimidin-2-amine C(C)N1C(N(CC=C1)C=1C(=NNC1)C=1C=NC=CC1)NC1=CC(=CC=C1)C1CCNCC1